CC1=NC2=CC=C(C=C2C(=C1[N+](=O)[O-])N[C@H]1C[C@H](OCC1)C)C#N 2-methyl-4-(((2R,4R)-2-methyltetrahydro-2H-pyran-4-yl)amino)-3-nitroquinoline-6-carbonitrile